FC(C=1C=C(C=CC1)C1=CC2=C(N=C(S2)N)C=C1)(F)F 6-[3-(trifluoromethyl)phenyl]-1,3-benzothiazol-2-amine